(isoindolin-2-yl)-[2,4'-bipyrimidine] C1N(CC2=CC=CC=C12)C1=NC(=NC=C1)C1=NC=NC=C1